O=C1N(CC2=CC(=CC=C12)O[C@@H]1CN(CC1)CC=1C=C2C=CC(=NC2=CC1)C#C[Si](C)(C)C)C1C(NC(CC1)=O)=O 3-[1-Oxo-5-[(3S)-1-[[2-(2-trimethylsilylethynyl)-6-quinolyl]methyl]pyrrolidin-3-yl]oxy-isoindolin-2-yl]piperidine-2,6-dione